N-(3-(diethylamino)propyl)-2-(4-(hydroxymethyl)phenyl)benzo[d]imidazo[2,1-b]thiazole-7-carboxamide C(C)N(CCCNC(=O)C1=CC2=C(N3C(S2)=NC(=C3)C3=CC=C(C=C3)CO)C=C1)CC